tert-butyl (S)-3-((4-aminopyridin-2-yl)methyl)morpholine-4-carboxylate NC1=CC(=NC=C1)C[C@@H]1N(CCOC1)C(=O)OC(C)(C)C